(R)-ethyl 2-(2,6-dimethyl-4-((2-methyl-4-(4-(trifluoromethyl) benzyl) piperazin-1-yl) methyl) phenoxy)-2-methylpropionate CC1=C(OC(C(=O)OCC)(C)C)C(=CC(=C1)CN1[C@@H](CN(CC1)CC1=CC=C(C=C1)C(F)(F)F)C)C